(4-(3-(4,5-dihydroxy-9,10-dioxo-9,10-dihydroanthracene-2-carboxamido)propyl)-1-(4-(trifluoromethoxy)benzyl)pyridin-1-ium) bromide salt [Br-].OC1=CC(=CC=2C(C3=CC=CC(=C3C(C12)=O)O)=O)C(=O)NCCCC1=CC=[N+](C=C1)CC1=CC=C(C=C1)OC(F)(F)F